N-(3-(5-chloro-2-methoxyphenyl)-1-(2-(cyclopentylmethylamino)-2-oxoethyl)-1H-pyrazol-4-yl)pyrazolo[1,5-a]pyrimidine-3-carboxamide ClC=1C=CC(=C(C1)C1=NN(C=C1NC(=O)C=1C=NN2C1N=CC=C2)CC(=O)NCC2CCCC2)OC